2-[(2-fluoro-6-methoxy-benzoyl)amino]-4-[2-isopropoxyethyl-[4-(5,6,7,8-tetrahydro-1,8-naphthyridin-2-yl)butyl]amino]butanoic acid FC1=C(C(=O)NC(C(=O)O)CCN(CCCCC2=NC=3NCCCC3C=C2)CCOC(C)C)C(=CC=C1)OC